1-((2-(6-(tert-Butyl)pyridin-2-yl)-1H-indol-5-yl)sulfonyl)cyclopropane-1-carboxylic acid C(C)(C)(C)C1=CC=CC(=N1)C=1NC2=CC=C(C=C2C1)S(=O)(=O)C1(CC1)C(=O)O